4-(5-chlorothien-2-yl)-1-(2,4-difluorophenyl)-3-(4-fluorophenyl)-5-methyl-4,5-dihydro-1H-pyrazole-5-carboxylic acid methyl ester COC(=O)C1(C(C(=NN1C1=C(C=C(C=C1)F)F)C1=CC=C(C=C1)F)C=1SC(=CC1)Cl)C